N-(2-bromo-4-ethylphenyl)acetamide BrC1=C(C=CC(=C1)CC)NC(C)=O